trans-N-(4-((4-(2-(3-aminopyrrolidin-1-yl)pyridin-4-yl)phenyl)sulfonyl)cyclohexyl)-5-(trifluoromethyl)pyridin-2-amine NC1CN(CC1)C1=NC=CC(=C1)C1=CC=C(C=C1)S(=O)(=O)[C@@H]1CC[C@H](CC1)NC1=NC=C(C=C1)C(F)(F)F